O=[N+]=O.[N+](=O)(OC(C)=O)[O-] acetyl nitrate, nitronium salt